F\C(=C/[C@H](C[C@@H]1C(NCC1)=O)NC(=O)[C@@H]1N(C[C@H]2[C@@H]1CCC2)C(=O)C2(C1=CC=CC=C1C=1C=CC=CC21)O)\S(=O)(=O)C (1R,3aR,6aS)-N-((S,E)-4-fluoro-4-(methylsulfonyl)-1-((R)-2-oxopyrrolidin-3-yl)but-3-en-2-yl)-2-(9-hydroxy-9H-fluorene-9-carbonyl)octahydrocyclopenta[c]pyrrole-1-carboxamide